FC(C(=O)NC1=CC=C(C=C1)C(C)C)F 2,2-difluoro-N-(p-isopropylphenyl)acetamide